O(C1=CC=C(C=C1)S(=O)(=O)Cl)C1=CC=C(C=C1)S(=O)(=O)Cl 4,4'-oxybisbenzenesulfonyl chloride